C(C)(C)(C)OC(=O)N1C[C@@H](N(CC1)C=1C2=C(N=CN1)N(C=C2N(C)C2CC2)C2=NC=CC(=C2)Cl)C (S)-4-(7-(4-chloropyridin-2-yl)-5-(cyclopropyl-(methyl)amino)-7H-pyrrolo[2,3-d]pyrimidin-4-yl)-3-methylpiperazine-1-carboxylic acid tert-butyl ester